[P+5].ClC=1C=CC2=C(N=C(S2)C2CCNCC2)C1 5-chloro-2-(piperidin-4-yl)benzo[d]thiazole Phosphorus (V)